(2R)-1-[(4-fluorophenyl)methoxy]-4-methyl-pentan-2-amine FC1=CC=C(C=C1)COC[C@@H](CC(C)C)N